C(C=C)(=O)OC1=C(C=CC=C1)C1=CC=CC=C1 2-acryloxybiphenyl